1,1,1,3,3,3-Hexafluoropropan-2-yl (±)-1-(pyridazin-3-ylcarbamoyl)-6-azaspiro[2.5]octan-6-carboxylat N1=NC(=CC=C1)NC(=O)[C@@H]1CC12CCN(CC2)C(=O)OC(C(F)(F)F)C(F)(F)F |r|